O=C1N(CCC(N1)=O)N1C(C2=CC=C(C=C2C1=O)CN1CCC(CC1)C=1SC(=CC1)C)=O 2-(2,4-dioxotetrahydropyrimidin-1(2H)-yl)-5-((4-(5-methylthiophen-2-yl)piperidin-1-yl)methyl)isoindoline-1,3-dione